(1-chloro-6,7,8,9-tetrahydro-5H-benzo[7]annulen-5-yl)piperazin ClC1=CC=CC2=C1CCCCC2N2CCNCC2